6-chloroimidazo[1,2-b]pyridazine-8-carboxylic acid ClC=1C=C(C=2N(N1)C=CN2)C(=O)O